5-((8-((1H-pyrazol-4-yl)amino)imidazo[1,2-a]pyridin-3-yl)ethynyl)-2-fluoro-4-methyl-N-(3-(4-methyl-1H-imidazol-1-yl)-5-(trifluoromethyl)phenyl)benzamide N1N=CC(=C1)NC=1C=2N(C=CC1)C(=CN2)C#CC=2C(=CC(=C(C(=O)NC1=CC(=CC(=C1)C(F)(F)F)N1C=NC(=C1)C)C2)F)C